C/C=C(/C)\\C(=O)O[C@@H]1CCC2=CC(=O)[C@@H](C[C@@]2([C@H]1C)C)C(=C)C The molecule is an enoate ester obtained by formal condensation of the carboxy group of angelic acid with the hydroxy group of (1R,2R,7S,8aR)-1,8a-dimethyl-6-oxo-7-(prop-1-en-2-yl)-1,2,3,4,6,7,8,8a-octahydronaphthalen-2-ol. It has a role as a plant metabolite, a vasodilator agent, an anti-allergic agent and an EC 2.7.11.31 {[hydroxymethylglutaryl-CoA reductase (NADPH)] kinase} activator. It is a sesquiterpenoid, an enone, an alicyclic ketone and an enoate ester. It derives from an angelic acid.